FC(CCC)(CCCCCCCCCCCCC#C[Si](C)(C)C)F 4,4-difluoro-18-(trimethylsilyl)octadec-17-yn